CC1(CCCC1)[Al](C1(CCCC1)C)C1(CCCC1)C tri(1-methylcyclopentyl)aluminum